(S)-(3-(dimethylamino)pyrrolidin-1-yl)(4-isopropyl-5-(8-methyl-[1,2,4]triazolo[1,5-a]pyridin-6-yl)-1H-pyrazol-3-yl)methanone CN([C@@H]1CN(CC1)C(=O)C1=NNC(=C1C(C)C)C=1C=C(C=2N(C1)N=CN2)C)C